(2-((2-(2,4-dimethyl-cyclohex-3-en-1-yl)vinyl)oxy)ethyl)benzene CC1C(CCC(=C1)C)C=COCCC1=CC=CC=C1